CC1=C(C(=CC(=C1)C)C)N1C(N(CC1)C1=C(C=C(C=C1C)C)C)=[Ru-2](Cl)Cl [1,3-bis(2,4,6-trimethylphenyl)-4,5-dihydroimidazol-2-ylidene]ruthenium (II) dichloride